N-dimethylhexylammonium chloride [Cl-].CC(CCCCC)([NH3+])C